2'-chloro-biphenyl-2,3-diol ClC1=C(C=CC=C1)C1=C(C(=CC=C1)O)O